3-fluoro-4-((6-methoxyquinolin-4-yl)oxy)aniline FC=1C=C(N)C=CC1OC1=CC=NC2=CC=C(C=C12)OC